2-(4-chloro-1-isopropyl-1H-pyrazol-5-yl)-4-((6-(1-methyl-4-(trifluoromethyl)-1H-imidazol-2-yl)pyridin-3-yl)methyl)-6,7-dihydropyrazolo[1,5-a]pyrimidin ClC=1C=NN(C1C1=NN2C(N(CCC2)CC=2C=NC(=CC2)C=2N(C=C(N2)C(F)(F)F)C)=C1)C(C)C